benzyl 7-(4-(3-methoxy-3-oxopropyl) piperazin-1-yl)-4,4-dimethyl-3,4-dihydroisoquinoline-2(1H)-carboxylate COC(CCN1CCN(CC1)C1=CC=C2C(CN(CC2=C1)C(=O)OCC1=CC=CC=C1)(C)C)=O